3-chloro-5-methylsulfonyl-benzamide ClC=1C=C(C(=O)N)C=C(C1)S(=O)(=O)C